5-methyl-6-[[4-(6-methyl-2-pyridinyl)phenyl]methyl]-1-tetrahydropyran-4-yl-pyrazolo[3,4-d]pyrimidin-4-one CN1C(=NC2=C(C1=O)C=NN2C2CCOCC2)CC2=CC=C(C=C2)C2=NC(=CC=C2)C